NC=1C=2N(C3=CC(=CC=C3N1)C(=O)N(CC1=NC=C(C=C1)C(F)(F)F)[C@H](C)C=1SC=CN1)C=CC2 (R)-4-amino-N-(1-(thiazol-2-yl)ethyl)-N-((5-(trifluoromethyl)pyridin-2-yl)methyl)pyrrolo[1,2-a]quinoxaline-8-carboxamide